C(CCCC)N(C(S)=S)CCCCC.C(CCCC)N(C(S)=S)CCCCC.[Zn] zinc bis(N,N-dipentyl-dithiocarbamic acid)